N,N-dihexyl-3,3,3-trifluoropropylamine C(CCCCC)N(CCCCCC)CCC(F)(F)F